N-(2-(vinylbenzylamino)ethyl)3-aminopropyl-trimethoxysilane hydrochloride Cl.C(=C)N(CCNCCC[Si](OC)(OC)OC)CC1=CC=CC=C1